(±)-N-(3-aminopropyl)-N,N-dimethyl-2,3-bis(syn-9-tetradeceneyloxy)-1-propanaminium bromide [Br-].NCCC[N+](C[C@H](COCCCCCCCCC=CCCCC)OCCCCCCCCC=CCCCC)(C)C |r|